NC1CN(CCC1)C(=O)C=1C=CC=2N(C1)C(=C(N2)C2=CC=C(C=C2)C)C2=CC=C(C#N)C=C2 4-(6-(3-Aminopiperidine-1-carbonyl)-2-(p-tolyl)imidazo[1,2-a]pyridin-3-yl)benzonitrile